1-(7-(4-((2-fluoro-3-methyl-4-((1-methyl-1H-benzo[d]imidazol-5-yl)oxy)phenyl)amino)pyrido[3,2-d]pyrimidin-6-yl)-4-azaspiro[2.5]octan-4-yl)prop-2-en-1-one FC1=C(C=CC(=C1C)OC1=CC2=C(N(C=N2)C)C=C1)NC=1C2=C(N=CN1)C=CC(=N2)C2CCN(C1(CC1)C2)C(C=C)=O